(3S,10S,14S)-1-[(1r,4S)-4-(acetamidomethyl)cyclohexyl]-3-[(naphthalen-2-yl)methyl]-1,4,12-trioxo-2,5,11,13-tetraazahexadecane-10,14,16-tricarboxylic acid C(C)(=O)NCC1CCC(CC1)C(N[C@H](C(NCCCC[C@H](NC(N[C@@H](CCC(=O)O)C(=O)O)=O)C(=O)O)=O)CC1=CC2=CC=CC=C2C=C1)=O